quinoline isothiocyanate [N-]=C=S.N1=CC=CC2=CC=CC=C12